FC=1C=C(CNCCCCOCCOC2=NC3=C(C4=CN=CC=C24)C=CC(=C3)C(=O)N)C=C(C1)CO 5-(2-(4-((3-fluoro-5-(hydroxymethyl)benzyl)amino)butoxy)ethoxy)benzo[c][2,6]naphthyridine-8-carboxamide